O1CCC(CC1)[Zn] (tetrahydropyran-4-yl)zinc